C1(CCCC(CCC1)O)O 1,5-Cyclooctanediol